(N-[4-amino-5-[6-(trifluoromethyl)pyridine-3-carbonyl]thiazol-2-yl]-3,4-difluoro-anilino)propionamide NC=1N=C(SC1C(=O)C=1C=NC(=CC1)C(F)(F)F)N(C1=CC(=C(C=C1)F)F)C(C(=O)N)C